O1CC(CCC1)C(C)=O 1-(tetrahydro-2H-pyran-3-yl)ethan-1-one